ClC1=C(C(=CC(=C1)N1N=C(C(NC1=O)=O)C(F)F)Cl)CC=1C=CC(=C(C1)S(=O)(=O)NC1CS(C1)(=O)=O)OC 5-[[2,6-dichloro-4-[6-(difluoromethyl)-3,5-dioxo-1,2,4-triazin-2-yl]phenyl]methyl]-N-(1,1-dioxothietan-3-yl)-2-methoxy-benzenesulfonamide